ClC1=C(\C=N\O)C=C(C(=C1)F)N1C(N(C(=CC1=O)C(F)(F)F)C)=O (E)-2-chloro-4-fluoro-5-(3-methyl-2,6-dioxo-4-trifluoromethyl-3,6-dihydropyrimidin-1(2H)-yl)benzaldoxime